2-isobutyl-2-cyclohexyl-1,3-dimethoxypropane C(C(C)C)C(COC)(COC)C1CCCCC1